benzyl (2S,4R)-4-hydroxy-2-(morpholine-4-carbonyl)pyrrolidine-1-carboxylate O[C@@H]1C[C@H](N(C1)C(=O)OCC1=CC=CC=C1)C(=O)N1CCOCC1